tert-butyl (2S)-4,4-difluoro-2-((((2S,5R)-6-hydroxy-3-methyl-7-oxo-1,6-diazabicyclo[3.2.1]oct-3-ene-2-carboxamido)oxy)methyl)pyrrolidine-1-carboxylate FC1(C[C@H](N(C1)C(=O)OC(C)(C)C)CONC(=O)[C@H]1N2C(N([C@H](C=C1C)C2)O)=O)F